C(CCC\C=C/C\C=C/C\C=C/C\C=C/C\C=C/CC)(=O)OCCCCCC(OC(NCCOCCN(C)C)=O)CCCCCOC(CCC\C=C/C\C=C/C\C=C/C\C=C/C\C=C/CC)=O 11-(5-{[(5Z,8Z,11Z,14Z,17Z)-1-oxoicosa-5,8,11,14,17-pentaenyl] oxy} pentyl)-2-methyl-9-oxo-2,8-diaza-5,10-dioxahexadecan-16-yl (5Z,8Z,11Z,14Z,17Z)-icosa-5,8,11,14,17-pentaenoate